C(CCCCCCCC)C1(CC=C(C=C1)NC(CCCC(=O)OCC)=O)CCCCCCCCC ethyl 5-(4,4'-di-n-nonylbenzenylamino)-5-oxopentanoate